FC(COC1=NC(=NC(=N1)OCC(F)(F)F)OCC(F)(F)F)(F)F 2,4,6-tris(2,2,2-trifluoroethoxy)-1,3,5-triazine